N-((5-chloro-6-((2-methyloxazol-4-yl)methoxy)-1H-indol-2-yl)methyl)pyrrolidine-1-carboxamide ClC=1C=C2C=C(NC2=CC1OCC=1N=C(OC1)C)CNC(=O)N1CCCC1